myristoleyl myristoleate C(CCCCCCC\C=C/CCCC)(=O)OCCCCCCCC\C=C/CCCC